2-Chloro-6-(trifluoromethyl)pyridine ClC1=NC(=CC=C1)C(F)(F)F